2-(6-fluoro-5-methoxy-1-((2-(trimethylsilyl)ethoxy)methyl)-1H-indazol-3-yl)ethan-1-ol FC1=C(C=C2C(=NN(C2=C1)COCC[Si](C)(C)C)CCO)OC